O1CCCC1.[Ca] calcium tetrahydrofuran